3-amino-N-{4-[(3S,5R)-3-amino-5-methylpiperidin-1-yl]-(7S)-7-hydroxy-6,7-dihydro-5H-cyclopenta[b]pyridin-3-yl}-6-(2,6-difluorophenyl)-5-fluoropyridine-2-carboxamide NC=1C(=NC(=C(C1)F)C1=C(C=CC=C1F)F)C(=O)NC=1C(=C2C(=NC1)[C@H](CC2)O)N2C[C@H](C[C@H](C2)C)N